(S)-2-((5-((2,3-dihydro-1H-inden-1-yl)amino)-1,3,4-thiadiazol-2-yl)thio)acetic acid [C@@H]1(CCC2=CC=CC=C12)NC1=NN=C(S1)SCC(=O)O